(6-(1H-indol-5-yl)pyridin-2-yl)(2,6-dimethylmorpholino)methanone N1C=CC2=CC(=CC=C12)C1=CC=CC(=N1)C(=O)N1CC(OC(C1)C)C